p-azidomethylphenyl-alanine N(=[N+]=[N-])CC1=CC=C(C=C1)N[C@@H](C)C(=O)O